butyl N-[(1S)-1-[2-(6-aminopyrimidin-4-yl)-1,2,4-triazol-3-yl]ethyl]carbamate NC1=CC(=NC=N1)N1N=CN=C1[C@H](C)NC(OCCCC)=O